O1CCN(CC1)C1=NC(=C2C=CC=NC2=C1)OC1CCC(CC1)NC1=NC=CC=N1 N-((1s,4s)-4-((7-Morpholino-1,6-naphthyridin-5-yl)oxy)cyclohexyl)pyrimidin-2-amine